N-(4-(2-(5-(pentyloxy)pentyl)hydrazine-1-carbonyl)benzyl)pyrazine-2-carboxamide C(CCCC)OCCCCCNNC(=O)C1=CC=C(CNC(=O)C2=NC=CN=C2)C=C1